1-(2-fluorophenyl)-(S)-1-methoxymethoxypropyl-(S)-cyclohexylcarbamate FC1=C(C=CC=C1)C1(CCCCC1)N(C([O-])=O)[C@H](CC)OCOC